P(=O)(OC1=C2C=CNC2=CC=C1)(O)O indol-4-yl dihydrogen phosphate